SCCC[Si](OCC)(OCC)OCC Mercaptopropyltriethoxysilan